CC(C1=CC=CC=C1)(C)C=1C(=C(C=C(C1)C(C1=CC=CC=C1)(C)C)N1N=C2C(=N1)C=CC=C2)O 2-(3',5'-Bis(α,α-dimethylbenzyl)-2'-hydroxyphenyl)-benzotriazol